(S)-4-(3-(5-(trifluoromethyl)pyridin-2-yloxy)pyrrolidin-1-yl)biphenyl-3-carboxylic acid FC(C=1C=CC(=NC1)O[C@@H]1CN(CC1)C1=C(C=C(C=C1)C1=CC=CC=C1)C(=O)O)(F)F